C(CCCCCCCCC)OC(CCC)=O butanoic acid decyl ester